BrC1=C2N=C(C=NC2=CC=C1OC=1C=CC2=C(N(C(=N2)C)COCC[Si](C)(C)C)C1)C=1C=NNC1 2-[[6-[5-bromo-3-(1H-pyrazol-4-yl)quinoxalin-6-yl]oxy-2-methyl-benzimidazol-1-yl]methoxy]ethyl-trimethyl-silane